octadecyl-2,2-dimethyl-3,4-epoxycyclohexylformate C(CCCCCCCCCCCCCCCCC)OC(=O)C1C(C2C(CC1)O2)(C)C